trans-2-morpholino-2-ethanol O1CCN(CC1)C(C)O